6-cyclopropyl-N-[3-fluoro-4-[(2-isopropyl-1H-pyrrolo[2,3-b]pyridin-4-yl)oxy]phenyl]-1-(6-methoxy-4-methyl-3-pyridyl)-2-oxo-pyridine-3-carboxamide C1(CC1)C1=CC=C(C(N1C=1C=NC(=CC1C)OC)=O)C(=O)NC1=CC(=C(C=C1)OC1=C2C(=NC=C1)NC(=C2)C(C)C)F